γ-linolenoyl-methionine tert-butyl-(S)-4-(7-(3-chlorophenyl)-5-(3-fluoropyrazin-2-yl)-7H-pyrrolo[2,3-d]pyrimidin-4-yl)-3-methylpiperazine-1-carboxylate C(C)(C)(C)[C@@H]1N(CCN(C1C)C=1C2=C(N=CN1)N(C=C2C2=NC=CN=C2F)C2=CC(=CC=C2)Cl)C(=O)O.C(CCCC\C=C/C\C=C/C\C=C/CCCCC)(=O)N[C@@H](CCSC)C(=O)O